C1(CC1)CN1C(N(C(C1=O)=O)CC1=NC(=NO1)CC(=O)N(C1=C(C=CC=C1)OC)C[C@@H]1CN(CCO1)C(=O)OC(C)(C)C)=O |r| rac-tert-butyl 2-((2-(5-((3-(cyclopropylmethyl)-2,4,5-trioxoimidazolidin-1-yl)methyl)-1,2,4-oxadiazol-3-yl)-N-(2-methoxyphenyl)acetamido)methyl)morpholine-4-carboxylate